B([O-])(O)O.C(C(=O)O)(=O)O.C(C(=O)O)(=O)O.[Li+] lithium Bis(oxalate) borate